ClC1=NC=C(C=C1NC(C1=C(N=C(C(=C1)F)N1N=C(N(C1=O)CC)CO)O[C@H](C(F)(F)F)C)=O)C (S)-N-(2-Chloro-5-methylpyridin-3-yl)-6-(4-ethyl-3-(hydroxymethyl)-5-oxo-4,5-dihydro-1H-1,2,4-triazol-1-yl)-5-fluoro-2-((1,1,1-trifluoropropan-2-yl)oxy)nicotinamide